5-[3-(4-Fluorophenyl)-3H-imidazo[4,5-c]pyridin-2-yl]-N-(oxan-4-yl)pyrimidin-2-amine FC1=CC=C(C=C1)N1C(=NC2=C1C=NC=C2)C=2C=NC(=NC2)NC2CCOCC2